N[C@@H]1CN(CC[C@H]1F)C1=NC2=C(N1CC1=CC=C(C=N1)C#N)C=CC=C2OC 6-((2-((3R,4R)-3-Amino-4-fluoro-1-piperidinyl)-4-methoxy-1H-benzimidazol-1-yl)methyl)-3-pyridincarbonitril